2,5-bis(hydroxyethyl)furan OCCC=1OC(=CC1)CCO